3-((5'S,7a'R)-5'-(3,5-difluorophenyl)-3'-oxo-tetrahydro-3'H-spiro[piperidine-4,2'-pyrrolo-[2,1-b]oxazole]-1-carbonyl)-5-fluorobenzonitrile FC=1C=C(C=C(C1)F)[C@@H]1CC[C@H]2OC3(C(N21)=O)CCN(CC3)C(=O)C=3C=C(C#N)C=C(C3)F